2,2-difluoro-6-azaspiro[3.4]octane-7-carboxylic acid FC1(CC2(C1)CNC(C2)C(=O)O)F